tributylphosphonium tetrakis(pentafluorophenyl)borate FC1=C(C(=C(C(=C1[B-](C1=C(C(=C(C(=C1F)F)F)F)F)(C1=C(C(=C(C(=C1F)F)F)F)F)C1=C(C(=C(C(=C1F)F)F)F)F)F)F)F)F.C(CCC)[PH+](CCCC)CCCC